4-(4-((1-(3-amino-5-(trifluoromethyl)phenyl)ethyl)amino)-7-methoxy-2-methylquinazolin-6-yl)cyclohexane-1-carboxylic acid NC=1C=C(C=C(C1)C(F)(F)F)C(C)NC1=NC(=NC2=CC(=C(C=C12)C1CCC(CC1)C(=O)O)OC)C